1-(2-bromo-3-hydroxy-5-methoxyphenyl)-3-(3-methoxy-4-hydroxyphenyl)-(2E)-2-propen-1-one BrC1=C(C=C(C=C1O)OC)C(\C=C\C1=CC(=C(C=C1)O)OC)=O